methyl (trifluoromethyl) sulfide FC(F)(F)SC